1-((2-(Azetidin-1-yl)pyrimidin-5-yl)methyl)-N-((cis)-3-(5-chloro-2-cyanophenyl)cyclobutyl)-triazole-3-carboxamide N1(CCC1)C1=NC=C(C=N1)CN1NN(C=C1)C(=O)N[C@@H]1C[C@@H](C1)C1=C(C=CC(=C1)Cl)C#N